ClC1=C(C=C(OCC(=O)NC23C(CC(CC2)(CC3)NC(COC3=CC(=C(C=C3)Cl)F)=O)C(=O)O)C=C1)F 1,4-bis[2-(4-chloro-3-fluorophenoxy)acetamido]bicyclo[2.2.2]octane-2-carboxylic acid